[N+](=O)([O-])C1=CC=C(CN2C(NC(N=C2)=O)=O)C=C1 1-(4-nitrobenzyl)-1,3,5-triazin-2,4-dione